(R)-2-(3-(azetidin-2-ylmethoxy)pyridin-4-yl)-3-((4-chlorophenyl)amino)-1,5,6,7-tetrahydro-4H-pyrrolo[3,2-c]pyridin-4-one N1[C@H](CC1)COC=1C=NC=CC1C1=C(C=2C(NCCC2N1)=O)NC1=CC=C(C=C1)Cl